(R)-(-)-carvone CC1=CC[C@H](CC1=O)C(=C)C